(S)-3-(1-((benzyloxy)carbonyl)piperidin-4-yl)-2-((tert-butoxycarbonyl)amino)propionic acid C(C1=CC=CC=C1)OC(=O)N1CCC(CC1)C[C@@H](C(=O)O)NC(=O)OC(C)(C)C